Ethyl-1-{1-[4-chloro-4'-(pyrrolidin-1-yl)[1,1'-biphenyl]-2-yl]piperidin-3-yl}-5-(difluoromethyl)-1H-pyrazole-4-carboxylic acid C(C)C1=NN(C(=C1C(=O)O)C(F)F)C1CN(CCC1)C1=C(C=CC(=C1)Cl)C1=CC=C(C=C1)N1CCCC1